2-(1H-1,2,3-triazol-1-yl)ethylamine N1(N=NC=C1)CCN